ethyl-amino-ethyl acetate C(C)(=O)OCC(N)CC